CC1=CC=C(C=C1)S(=O)(=O)N1C(CCC1=O)=O (p-toluenesulfonyl)pyrrolidine-2,5-dione